methyl (S)-3,7-dimethyl-2-((S)-2-phenylpropyl)-3,7,8,9-tetrahydro-6H-imidazo[4,5-f]quinoline-6-carboxylate CN1C(=NC2=C3CC[C@@H](N(C3=CC=C21)C(=O)OC)C)C[C@H](C)C2=CC=CC=C2